O(P([O-])(=O)OP(=O)([O-])[O-])CCCCCCC (1-heptyl) pyrophosphate